COCCOCCOC1=C(SC(=C1)C=1SC=CC1)C=1SC=CC1OCCOCCOC 2-(3,3'-bis(2-(2-methoxyethoxy)ethoxy)-[2,2'-bithiophene]-5-yl)thiophene